ClC1=C(C=C(OCC(=O)NC23CC(C2)(C3)C(=O)NNC(=O)[C@@H]3OC2=C([C@@H](C3)O)C=C(C=C2)Cl)C=C1)F |r| 2-(4-chloro-3-fluorophenoxy)-N-(3-{2-[rac-(2R,4R)-6-chloro-4-hydroxy-3,4-dihydro-2H-1-benzopyran-2-carbonyl]hydrazinocarbonyl}bicyclo[1.1.1]pent-1-yl)acetamide